BrC1=C(C=2N(C=C1)C=NC2CC(=O)O)F 2-(7-bromo-8-fluoroimidazo[1,5-a]pyridin-1-yl)acetic acid